O=C1NC(CCC1N1C(C2=CC=C(C(=C2C1)F)N1CCN(CC1)CC1CCN(CC1)CCN1[C@H](CN(CC1)C(=O)OCC1=CC=CC=C1)C)=O)=O benzyl (3S)-4-[2-[4-[[4-[2-(2,6-dioxo-3-piperidyl)-4-fluoro-1-oxo-isoindolin-5-yl]piperazin-1-yl]methyl]-1-piperidyl]ethyl]-3-methyl-piperazine-1-carboxylate